8-bromo-4-(3-methoxybenzyl)-1-methyl-1,2,3,4-tetrahydro-5H-benzo[e][1,4]diazepin-5-one BrC=1C=CC2=C(N(CCN(C2=O)CC2=CC(=CC=C2)OC)C)C1